N[C@@H]1C2=CC=CC=C2CC12CCN(CC2)C2=NC=C(C(N2C)=O)C#CCC2=NC(=NC=C2)O (S)-2-(1-amino-1,3-dihydrospiro[indene-2,4'-piperidine]-1'-yl)-5-(3-(2-hydroxypyrimidin-4-yl)prop-1-yn-1-yl)-3-methylpyrimidin-4(3H)-one